4-{1-[6-(trifluoromethyl)pyridin-3-yl]cyclopropyl}-1H-pyrrole-2-carboxamide FC(C1=CC=C(C=N1)C1(CC1)C=1C=C(NC1)C(=O)N)(F)F